3-[butan-2-ylsulfanyl-(ethoxy)phosphoryl]-1,3-thiazolidin-2-one CC(CC)SP(=O)(OCC)N1C(SCC1)=O